ClC=1C=C(C=CC1)C=1C(=C(C(=NC1)C(=O)NC1(CCC1)C(=O)OC)O)C Methyl 1-(5-(3-chlorophenyl)-3-hydroxy-4-methylpicolinamido)cyclobutane-1-carboxylate